O1CCN(CC1)CCN1CCN(CC1)C=1C=C(N(N1)C1=CC=C(C=C1)OC(F)(F)F)C#N 5-[4-(2-morpholinoethyl)piperazin-1-yl]-2-[4-(trifluoromethoxy)phenyl]pyrazole-3-carbonitrile